methyl 2,4-dimethyl-9-decenoate CC(C(=O)OC)CC(CCCCC=C)C